5-nitro-3-(4-pyridyl)-1-trityl-indazole [N+](=O)([O-])C=1C=C2C(=NN(C2=CC1)C(C1=CC=CC=C1)(C1=CC=CC=C1)C1=CC=CC=C1)C1=CC=NC=C1